4-butylidenecaprylate C(CCC)=C(CCC(=O)[O-])CCCC